5-Amino-1-cyclopentyl-3-(4-(2-oxo-2-((5-(1,1,1-trifluoro-2-methylpropan-2-yl)-1H-pyrazol-3-yl)amino)ethyl)phenyl)-1H-pyrazole-4-carboxamide NC1=C(C(=NN1C1CCCC1)C1=CC=C(C=C1)CC(NC1=NNC(=C1)C(C(F)(F)F)(C)C)=O)C(=O)N